C(#N)C=1C=NN2C1C(=CC(=C2)OCCN2CCOCC2)C=2C=CC(=NC2)N2CCC(CC2)(C)NC(C2=C(C=CC(=C2)F)C)=O N-(1-(5-(3-cyano-6-(2-morpholinoethoxy)pyrazolo[1,5-a]pyridin-4-yl)pyridin-2-yl)-4-methylpiperidin-4-yl)-5-fluoro-2-methylbenzamide